FC(C1=C(C=C(O1)C(=O)O)C(=O)O)(F)F 5-(trifluoromethyl)-2,4-furandicarboxylic acid